N1N=CC2=CC=C(C=C12)CC1N(CCC(C1)C(=O)N)C(=O)C1=NNC(=C1)C1=CC(=NC=C1Cl)OC ((1H-indazol-6-yl)methyl)-1-(5-(5-chloro-2-methoxypyridin-4-yl)-1H-pyrazole-3-carbonyl)piperidine-4-carboxamide